NC1=NC(=CC(=N1)N1CCC2(C[C@H](NC2)C(=O)OCC)CC1)O[C@@H](C(F)(F)F)C1=C(C=C(C=C1)C1=CC(=C(C=C1)Cl)F)N1N=C(C=C1)C (S)-ethyl 8-(2-amino-6-((R)-1-(4'-chloro-3'-fluoro-3-(3-methyl-1H-pyrazol-1-yl)-[1,1'-biphenyl]-4-yl)-2,2,2-trifluoroethoxy)pyrimidin-4-yl)-2,8-diazaspiro[4.5]decane-3-carboxylate